(4-cyclopropyl-1H-imidazol-1-yl)-N-(6-(6,7-dihydro-5H-pyrrolo[2,1-c][1,2,4]triazol-3-yl)pyridin-2-yl)-5-fluorobenzofuran-2-carboxamide C1(CC1)C=1N=CN(C1)C1=C(OC2=C1C=C(C=C2)F)C(=O)NC2=NC(=CC=C2)C=2N1C(=NN2)CCC1